OCCCCOC(=O)C1=CC=C(C(=O)O)C=C1 4-(4-hydroxybutoxycarbonyl)benzoic acid